ethyl-2-bromo-5-fluoro-3-((6-fluoro-2-methylpyridin-3-yl)oxy)isonicotinic acid C(C)C=1N=C(C(=C(C(=O)O)C1F)OC=1C(=NC(=CC1)F)C)Br